11-amino-N-(3-(3-aminoprop-1-yn-1-yl)phenyl)undecanamide NCCCCCCCCCCC(=O)NC1=CC(=CC=C1)C#CCN